C(C)(C)(C)C1=NOC(=N1)C(=O)NCC1=C(C=C(C=C1)C1=C2C(=NC=C1)NC(=N2)C2=C(C=CC=C2)NC(C#C)=O)F 3-(tert-Butyl)-N-(2-fluoro-4-(2-(2-propiolamidophenyl)-3H-imidazo[4,5-b]pyridin-7-yl)benzyl)-1,2,4-oxadiazole-5-carboxamide